1-(5-(5-(2,3-dimethylphenyl)-6-methoxy-1H-pyrazolo[4,3-b]pyridin-3-yl)pyridin-2-yl)piperidin-4-ol CC1=C(C=CC=C1C)C1=C(C=C2C(=N1)C(=NN2)C=2C=CC(=NC2)N2CCC(CC2)O)OC